C(C1=CC=CC=C1)OCC1=NN(C(N1CC)=O)C1=CC=2C(=C(N=NC2)Cl)C(=N1)OC(C(F)(F)F)C 3-((benzyloxy)methyl)-1-(4-chloro-5-((1,1,1-trifluoropropan-2-yl)oxy)pyrido[3,4-d]pyridazin-7-yl)-4-ethyl-1H-1,2,4-triazol-5(4H)-one